S1C2=C(C=C1)C(=CC=C2)N2CCN(CC2)CCCCOC2=CC=C1C=CC(N(C1=C2)C(=O)N(CC)CC)=O 7-(4-(4-(benzo[b]thiophen-4-yl)piperazin-1-yl)butoxy)-N,N-diethyl-2-oxoquinoline-1(2H)-carboxamide